ClC1=CC=CC(=N1)C1=CN=C2N1CCN(C2)C(=O)OC(C)(C)C tert-Butyl 3-(6-chloropyridin-2-yl)-5,6-dihydroimidazo[1,2-a]pyrazine-7(8H)-carboxylate